FC1CC(N2N=C(N=C21)S(=O)(=O)[C@H]2C(C2)(F)F)C2=C(C=CC=C2)F 7-fluoro-5-(2-fluorophenyl)-2-[(1R)-2,2-difluorocyclopropyl]sulfonyl-6,7-dihydro-5H-pyrrolo[1,2-b][1,2,4]triazole